ethyl 1-[(2R)-2-aminopropyl]pyrrolo[3,2-b]pyridine-2-carboxylate hydrochloride Cl.N[C@@H](CN1C(=CC2=NC=CC=C21)C(=O)OCC)C